(2-methyl-(1,1'-biphenyl)-3-yl)methanol CC1=C(C=CC=C1CO)C1=CC=CC=C1